N-(5-cyclopropyl-1H-pyrazol-3-yl)-2-[1-(3-methylphenyl)-1H-pyrazol-3-yl]acetamide C1(CC1)C1=CC(=NN1)NC(CC1=NN(C=C1)C1=CC(=CC=C1)C)=O